(1R,2S,3R,5R)-3-[5-(4-benzyl-1,3-thiazol-2-yl)-2-chloropyrrolo[2,3-d]pyrimidin-7-yl]-5-(1-cyclopropyl-5,6-dihydro-2H-pyridin-3-yl)cyclopentane-1,2-diol C(C1=CC=CC=C1)C=1N=C(SC1)C1=CN(C=2N=C(N=CC21)Cl)[C@H]2[C@@H]([C@@H]([C@H](C2)C=2CN(CCC2)C2CC2)O)O